BrC=1C=CC(=NC1)N(CC=1OC(=CC1)C)C 5-bromo-N-methyl-N-((5-methylfuran-2-yl)methyl)pyridin-2-amine